Barium iodid [I-].[Ba+2].[I-]